6-(2,3-difluorophenyl)-1-[(5-fluoro-3-pyridyl)methyl]-3-methyl-imidazo[4,5-b]pyridin-2-one FC1=C(C=CC=C1F)C=1C=C2C(=NC1)N(C(N2CC=2C=NC=C(C2)F)=O)C